CC1=C(C(=CC=C1)C)NC(C(=O)O)C 2,6-dimethylphenylaminopropionic acid